N-(2-Furanylmethyl)-1,4-dihydro-1-methyl-2,4-dioxo-7-phenylpyrimido[4,5-d]pyrimidine-3(2H)-acetamide O1C(=CC=C1)CNC(CN1C(N(C2=NC(=NC=C2C1=O)C1=CC=CC=C1)C)=O)=O